ClC=1C=C(C=CC1C#N)[C@H]1N(CC[C@H](C1)C1=CC=CC=C1)C(=O)NC\C=C\S(=O)(=O)C (2S,4R)-2-(3-chloro-4-cyanophenyl)-N-((E)-3-(methylsulfonyl)allyl)-4-phenylpiperidine-1-carboxamide